NC=1C=C(C=CC1F)NC(C1=C(C(=CC=C1C1CCOC2=CC=C(C=C12)OC(F)(F)F)C(F)(F)F)F)=O N-(3-amino-4-fluorophenyl)-2-fluoro-3-(trifluoromethyl)-6-(6-(trifluoromethoxy)chroman-4-yl)benzamide